4-{2-Chloro-3-[(4S)-1-(3-hydroxy-3-methylcyclobutyl)-2-imino-4-methyl-6-oxo-hexahydropyrimidin-4-yl]-anilino}benzonitrile ClC1=C(NC2=CC=C(C#N)C=C2)C=CC=C1[C@]1(NC(N(C(C1)=O)C1CC(C1)(C)O)=N)C